CON=C1CC(C2(OC3=C(C21O)C(=CC(=C3)OC)OC)C3=CC=C(C=C3)Cl)C3=CC(=CC=C3)F 3a-(4-chlorophenyl)-3-(3-fluorophenyl)-8b-hydroxy-6,8-dimethoxy-2,3,3a,8b-tetrahydro-1H-cyclopenta[b]benzofuran-1-one O-methyl oxime